bismuth erbium oxide [O-2].[Er+3].[Bi+3].[O-2].[O-2]